Lanthanum-hafnium [Hf].[La]